6-chloro-3-((8-chloroimidazo[1,2-a]pyridin-7-yl)thio)pyrazin-2-amine ClC1=CN=C(C(=N1)N)SC1=C(C=2N(C=C1)C=CN2)Cl